tert-butyl [(4-methylbenzene-1-sulfonyl)(pyridin-2-yl)methyl]carbamate CC1=CC=C(C=C1)S(=O)(=O)C(C1=NC=CC=C1)NC(OC(C)(C)C)=O